6-Bromo-2-naphthyl β-D-galactopyranoside O([C@H]1[C@H](O)[C@@H](O)[C@@H](O)[C@H](O1)CO)C1=CC2=CC=C(C=C2C=C1)Br